(3aS,5aS,8R,8aS,9R,10aS)-9-(tert-butyl)-6-cyclopentyl-9-hydroxy-2,4,7-trioxooctahydro-4H,9H-furo[3'',2'':2',3']cyclopenta[1',2':3,4]furo[2,3-b]pyrrol-8-yl benzoate C(C1=CC=CC=C1)(=O)O[C@@H]1[C@@]23[C@@H](N(C1=O)C1CCCC1)OC([C@]21[C@H](C[C@@]3(O)C(C)(C)C)OC(C1)=O)=O